C(C)(C)C1=NNC(=C1)C(=O)N1C(CCC(C1)COC=1C(=NC=CC1)C(F)(F)F)C (3-isopropyl-1H-pyrazol-5-yl)(2-methyl-5-(((2-(trifluoromethyl)pyridin-3-yl)oxy)methyl)piperidin-1-yl)methanone